hydroxymethylglutamyl-CoA OCN[C@@H](CCC(=O)O)C(=O)SCCNC(CCNC([C@@H](C(COP(OP(OC[C@@H]1[C@H]([C@H]([C@@H](O1)N1C=NC=2C(N)=NC=NC12)O)OP(=O)(O)O)(=O)O)(=O)O)(C)C)O)=O)=O